tert-butyl N-[2-[benzyloxycarbonyl-[2-[4-fluoro-2-(hydroxymethyl)phenyl]ethyl]amino]ethyl]-N-methyl-carbamate C(C1=CC=CC=C1)OC(=O)N(CCN(C(OC(C)(C)C)=O)C)CCC1=C(C=C(C=C1)F)CO